N1CC(C1)NC1=NC=2N(C=C1)N=CC2C(=O)NC2=C(C=C(C=C2)N2CCOCC2)C(F)(F)F 5-(azetidin-3-ylamino)-N-(4-morpholino-2-(trifluoromethyl)phenyl)pyrazolo[1,5-a]pyrimidine-3-carboxamide